N,N'-[(3S,3'S)-(6,13-Dioxo-5,7,12,14-tetraazaoctadecanedioyl)bis(pyrrolidine-1,3-diyl)]bis[3-(6-chloro-2,8-dimethyl-1,2,3,4-tetrahydroisoquinolin-4-yl)benzenesulfonamide] O=C(NCCCC(=O)N1C[C@H](CC1)NS(=O)(=O)C1=CC(=CC=C1)C1CN(CC2=C(C=C(C=C12)Cl)C)C)NCCCCNC(NCCCC(=O)N1C[C@H](CC1)NS(=O)(=O)C1=CC(=CC=C1)C1CN(CC2=C(C=C(C=C12)Cl)C)C)=O